N1(C=NC=C1)C=1SC=C(N1)B(O)O 2-(IMIDAZOL-1-YL)THIAZOLE-4-BORONIC ACID